FC1=CC=C(C=C1)CN1CCC(CC1)N 1-[(4-Fluorophenyl)methyl]piperidin-4-amine